N=C(C(=O)OCCCCCCCC)C(=O)[O-] octyl iminomalonate